C(C)C(CNC(ON1C(CCCC1(C)C)(C)C)=O)CCCC 2,2,6,6-tetramethylpiperidin-1-yl (2-ethylhexyl)carbamate